(2S,5R)-methyl 5-(benzyloxyamino)piperidine-2-carboxylate, dihydrochloride Cl.Cl.C(C1=CC=CC=C1)ON[C@@H]1CC[C@H](NC1)C(=O)OC